C(C1=CC=CC=C1)NC1=C(C=NC=C1)C=1SC2=C(N1)C=C(C=C2)OC N-benzyl-3-(5-methoxybenzo[d]thiazol-2-yl)pyridin-4-amine